C(C)OC(=C)C=1C=C(C(=NC1)COCS(=O)(=O)NN)F ((((5-(1-ethoxyvinyl)-3-fluoropyridin-2-yl)methoxy)methanesulfonyl)amino)amine